C1(=CC=CC=C1)C=CC1=C(C=C(C=C1)C1=CC=CC=C1)C1=C(C=CC(=C1)C1=CC=CC=C1)C1=CC=CC=C1 2,5,2',5'-tetraphenylvinyl-biphenyl